FC(C1=CC2=C(N=C(N=C2)NC2CCN(CC2)C(=O)OC(C)(C)C)N(C1=O)[C@H]1[C@](CCC1)(C)O)F Tert-butyl 4-((6-(difluoromethyl)-8-((1R,2R)-2-hydroxy-2-methylcyclopentyl)-7-oxo-7,8-dihydropyrido[2,3-d]pyrimidin-2-yl)amino)piperidine-1-carboxylate